(5-(7,8-dimethyl-[1,2,4]triazolo[1,5-a]pyridin-6-yl)-6-isopropyl-4H-pyrrolo[3,2-d]thiazol-2-yl)(4-(dimethylamino)piperidin-1-yl)methanone CC1=C(C=2N(C=C1C1=C(C=3N=C(SC3N1)C(=O)N1CCC(CC1)N(C)C)C(C)C)N=CN2)C